BrC=1C=C(C=C(C1)F)NC(=O)NC1=C(C=CC(=C1)Cl)CCO 1-(3-bromo-5-fluorophenyl)-3-[5-chloro-2-(2-hydroxyethyl)phenyl]urea